C1(CCC1)C(C1=CC=2C(=NC(=CC2C2=CC=NN2C)C2=CC=3C(N=C2)=NN(C3)C)S1)OC 5-(2-(cyclobutyl(methoxy)methyl)-4-(1-methyl-1H-pyrazol-5-yl)thieno[2,3-b]pyridin-6-yl)-2-methyl-2H-pyrazolo[3,4-b]pyridine